4-[(1R)-1-(Pyridin-2-yl)ethoxy]-6-(4,4,5,5-tetramethyl-1,3,2-dioxaborolan-2-yl)pyrazolo[1,5-a]pyridine-3-carbonitrile N1=C(C=CC=C1)[C@@H](C)OC=1C=2N(C=C(C1)B1OC(C(O1)(C)C)(C)C)N=CC2C#N